BrC=1C=NC=2N(C1)C(=C(N2)CC)C(=O)C2=CC=C(C=C2)OC (6-bromo-2-ethylimidazo[1,2-a]pyrimidin-3-yl)(4-methoxyphenyl)methanone